tert-butyl (S)-2-((4-methyl-2-nitro-5-((1-(7-vinylquinolin-5-yl)cyclopropyl) carbamoyl)phenoxy)methyl)azetidine-1-carboxylate CC1=CC(=C(OC[C@H]2N(CC2)C(=O)OC(C)(C)C)C=C1C(NC1(CC1)C1=C2C=CC=NC2=CC(=C1)C=C)=O)[N+](=O)[O-]